C12CNCCC2(C1)C1=CC=CC(=N1)O 6-(3-azabicyclo[4.1.0]heptan-6-yl)pyridin-2-ol